2-((1R,2S)-1-(2-cyanophenyl)-1-(1-methyl-1H-1,2,4-triazol-3-yl)propan-2-yl)-5-hydroxy-N-(isoxazol-4-yl)-1-methyl-6-oxo-1,6-dihydropyrimidine-4-carboxamide C(#N)C1=C(C=CC=C1)[C@@H]([C@H](C)C=1N(C(C(=C(N1)C(=O)NC=1C=NOC1)O)=O)C)C1=NN(C=N1)C